(2-Ethyl-7-fluoro-6-piperazin-1-yl-imidazo[1,2-a]pyridin-3-yl)-[4-(4-fluoro-phenyl)-thiazol-2-yl]-methyl-amine C(C)C=1N=C2N(C=C(C(=C2)F)N2CCNCC2)C1N(C)C=1SC=C(N1)C1=CC=C(C=C1)F